ClC1=CC(=CC=2OC3=C(C21)C=CC=C3)Cl 1,3-dichloro-dibenzofuran